C(=O)O.C(C)OC1=NC=CC=C1C1=NC=2CN(CC3(CCN(CC3)C3=C(C(=CC=C3)OC)C(F)(F)F)C2C=C1)[C@@H]1C[C@@H](OC1)CN |o1:39,41| rel-[(2R,4R)-4-[2-(2-ethoxypyridin-3-yl)-1'-[3-methoxy-2-(trifluoromethyl)phenyl]spiro[6,8-dihydro-1,7-naphthyridine-5,4'-piperidine]-7-yl]oxolan-2-yl]methanamine formate salt